4',7'-dimethyl-6'-pentyl-1',3'-dihydro-2,2'-spirobi[indene]-1,3-dione CC1=C2CC3(C(C4=CC=CC=C4C3=O)=O)CC2=C(C(=C1)CCCCC)C